1-(4-(1-methyl-1H-tetrazol-5-yl)phenyl)ethan-1-one CN1N=NN=C1C1=CC=C(C=C1)C(C)=O